CS(=O)(=O)OCC1(C(C1)(F)F)COCC1=CC=CC=C1 (1-((benzyloxy)methyl)-2,2-difluorocyclopropyl)methyl methanesulfonate